ClCC(=O)N(C([2H])([2H])[2H])C1=C(C(=C(C=C1)F)Cl)F 2-chloro-N-(3-chloro-2,4-difluorophenyl)-N-(methyl-d3)acetamide